FC1=CC=C(C=C1)C1=CC=C(N=N1)C(=O)N1CCN(CC1)C1=NC(=CC(=N1)C)NC1=NNC(=C1)C (6-(4-fluorophenyl)pyridazin-3-yl)(4-(4-methyl-6-((5-methyl-1H-pyrazol-3-yl)amino)pyrimidin-2-yl)piperazin-1-yl)methanon